R-10-hydroxystearic acid O[C@@H](CCCCCCCCC(=O)O)CCCCCCCC